3-amino-1-N-Boc-azetidine NC1CN(C1)C(=O)OC(C)(C)C